dibutyryl-L-cysteine C(CCC)(=O)N([C@@H](CS)C(=O)O)C(CCC)=O